[(2R)-2-[(3-hydroxy-4-methoxy-phenyl)carbamoylamino]-2-phenyl-ethyl] acetate C(C)(=O)OC[C@@H](C1=CC=CC=C1)NC(NC1=CC(=C(C=C1)OC)O)=O